[N-](S(=O)(=O)C(F)(F)F)S(=O)(=O)C(F)(F)F.C(C=C)[N+](CCO)(CCO)CC=C diallyl-di(beta-hydroxyethyl)ammonium bis(trifluoromethane)sulfonimide